4-AMINOPYRIDIN-3-YLBORONIC ACID NC1=C(C=NC=C1)B(O)O